N-(2-chloro-5-nitrophenyl)acetamide CC(=O)NC1=C(C=CC(=C1)[N+](=O)[O-])Cl